ClC1=C(C#N)C=C(C=C1)C(=O)N1CC=2C(=NN3C2C(N(C[C@@H]3C)[C@H](C)C3=CC=C(C=C3)OC(F)F)=O)C[C@H]1C |o1:21,23| 2-Chloro-5-((3R,7S*)-9-((R*)-1-(4-(difluoromethoxy)phenyl)ethyl)-3,7-dimethyl-10-oxo-1,2,3,4,7,8,9,10-octahydropyrido[4',3':3,4]pyrazolo[1,5-a]pyrazine-2-carbonyl)benzonitrile